N-(1-ethyl-5-methyl-1H-pyrazol-4-yl)-7-(2-methylazetidin-1-yl)quinazolin-2-amine C(C)N1N=CC(=C1C)NC1=NC2=CC(=CC=C2C=N1)N1C(CC1)C